BrC1=CC=CC(=N1)NC(=O)[C@H]1N(C[C@@H](C1)F)C(CN1N=C(C2=CC(=CC=C12)C=1C=NC(=NC1)C)C(=O)NC)=O 1-(2-((2S,4R)-2-((6-bromopyridin-2-yl)carbamoyl)4-fluoropyrrolidin-1-yl)-2-oxoethyl)-N-methyl-5-(2-methylpyrimidin-5-yl)-1H-indazole-3-carboxamide